propyl-dimethoxysilicon C(CC)[Si](OC)OC